benzo[d][1,3]dioxol-5-ylalanine O1COC2=C1C=CC(=C2)N[C@@H](C)C(=O)O